tert-Butyl (S)-methyl(1-(5-(4,4,5,5-tetramethyl-1,3,2-dioxaborolan-2-yl)pyridin-2-yl)pyrrolidin-3-yl)carbamate CN(C(OC(C)(C)C)=O)[C@@H]1CN(CC1)C1=NC=C(C=C1)B1OC(C(O1)(C)C)(C)C